CC(C)CC(CC(C)C)O[Si](C1=C(C=CC=C1)OC)(OC(CC(C)C)CC(C)C)OC(CC(C)C)CC(C)C tris((2,6-dimethylheptan-4-yl)oxy)(2-methoxyphenyl)silane